3-(7-fluoro-2-oxo-benzo[cJ]indol-1-yl)piperidine-2,6-dione FC1=CC=2C3=C(C(N(C3=C1)C1C(NC(CC1)=O)=O)=O)C=CC2